hydroxytriazene (4aR,6R,7R,8R,8aR)-methyl-8-(4-(3-fluorophenyl)-1H-1,2,3-triazol-1-yl)-7-methoxy-2-phenylhexahydropyrano[3,2-d][1,3]dioxine-6-carboxylate COC(=O)[C@H]1[C@@H]([C@H]([C@H]2OC(OC[C@H]2O1)C1=CC=CC=C1)N1N=NC(=C1)C1=CC(=CC=C1)F)OC.ON=NN